Cl.FC(OC1=CC=C(C=C1)NN)(F)F p-Trifluoromethoxyphenylhydrazine hydrochloride